(S)-4-(8-amino-3-(1-but-2-ynoylpiperidin-2-yl)imidazo[1,5-a]pyrazin-1-yl)-N-(4-fluoropyridin-2-yl)benzamide NC=1C=2N(C=CN1)C(=NC2C2=CC=C(C(=O)NC1=NC=CC(=C1)F)C=C2)[C@H]2N(CCCC2)C(C#CC)=O